[Si](C1=CC=CC=C1)(C1=CC=CC=C1)(C(C)(C)C)O[C@H]1CC(OC1)=O (S)-4-((tert-butyldiphenylsilyl)oxy)dihydrofuran-2(3H)-one